(S)-2-((R)-2,4-Dimethylpiperazin-1-yl)-N-(3-(2-((2-fluoro-3-(methylsulfonyl)phenyl)amino)-5-methylpyrimidin-4-yl)-1H-indol-7-yl)-3-methoxypropanamid C[C@H]1N(CCN(C1)C)[C@H](C(=O)NC=1C=CC=C2C(=CNC12)C1=NC(=NC=C1C)NC1=C(C(=CC=C1)S(=O)(=O)C)F)COC